C(C)(=O)N1CCC(CC1)C1=NN(C=2C=CC=C(C12)C1=C(C=C2C=NN(C2=C1)C)F)CC(=O)NCC=1N=NN(C1)CC(=O)O 2-(4-((2-(3-(1-acetylpiperidin-4-yl)-5'-fluoro-1'-methyl-1H,1'H-[4,6'-biindazol]-1-yl)acetamido)methyl)-1H-1,2,3-triazol-1-yl)acetic acid